(S)-N-((S)-1-((S)-9-chloro-4-ethyl-8-fluoro-4-hydroxy-3,14-dioxo-3,4,12,14-tetrahydro-1H-pyrano[3',4':6,7]indolizino[1,2-b]quinolin-11-yl)ethyl)-2-hydroxypropanamide ClC1=CC=2C(=C3C(=NC2C=C1F)C1=CC2=C(C(N1C3)=O)COC([C@]2(O)CC)=O)[C@H](C)NC([C@H](C)O)=O